(5-nitro-1H-pyrazol-3-yl)-7H-[1,2,4]triazolo[4,3-b][1,2,4]triazole-3,7-diamine [N+](=O)([O-])C1=CC(=NN1)C=1N(C=2N(N1)C(=NN2)N)N